7-(benzyloxy)-4-chloro-1H-indole-2-carboxylic acid C(C1=CC=CC=C1)OC=1C=CC(=C2C=C(NC12)C(=O)O)Cl